((6-chloro-2-(4-methylpiperazin-1-yl)pyrido[3,4-d]pyrimidin-4-yl)amino)-N-(pyridin-3-yl)ethane-1-sulfonamide ClC1=CC2=C(N=C(N=C2NC(C)S(=O)(=O)NC=2C=NC=CC2)N2CCN(CC2)C)C=N1